CNS(=O)(=O)C1=CC=C(COC2=CC=C(C=C2)C=2N=CN(C2)C(=O)NCCCOC2=CC=CC=C2)C=C1 4-(4-((4-(N-methylsulfamoyl)benzyl)oxy)phenyl)-N-(3-phenoxypropyl)-1H-imidazole-1-carboxamide